P(=O)(OCC1C2=CC=CC=C2C=2C=CC=CC12)(OCC1C2=CC=CC=C2C=2C=CC=CC12)OCC=C(CO[Si](C1=CC=CC=C1)(C1=CC=CC=C1)C(C)(C)C)C (E)-bis((9H-Fluoren-9-yl)methyl) (4-((tert-butyldiphenylsilyl)oxy)-3-methylbut-2-en-1-yl) phosphate